N12CC3CCC3CC=CCCNS(NC(C3=CC=C(OCC4(C1)CCCC1=CC=CC=C14)C2=C3)=O)(=O)=O 3,4-DIHYDRO-2H,15'H-SPIRO[NAPHTHALENE-1,22'-[20]OXA[13]THIA[1,12,14]TRIAZATETRACYCLO[14.7.2.03,6.019,24]PENTACOSA[8,16,18,24]TETRAEN]-15'-ONE 13',13'-DIOXIDE